NC1=CC=C2C[C@@H](NCC2=C1)C(=O)O (R)-7-amino-1,2,3,4-tetrahydroisoquinoline-3-carboxylic acid